acryloyloxyethyl-(4-methoxyphenyl)hydrogenphosphate C(C=C)(=O)OCCC1=C(C=CC(=C1)OC)OP(=O)([O-])[O-]